CN(S(=O)(=O)N1CCN(CC1)C1=CC=C(OCC2=C(C(=NN2C)C)C=2C=CC=C3C(=C(N(C23)CCN2CCNCC2)C(=O)O)CCCOC2=CC=CC3=CC=CC=C23)C=C1)C 7-(5-((4-(4-(N,N-dimethylsulfamoyl)piperazin-1-yl)phenoxy)methyl)-1,3-dimethyl-1H-pyrazol-4-yl)-3-(3-(naphthalen-1-yloxy)propyl)-1-(2-(piperazin-1-yl)ethyl)-1H-indole-2-carboxylic acid